4-methyl-2-azabicyclo[3.1.1]heptan-4-ol CC1(CNC2CC1C2)O